pyrazinethioate N1=C(C=NC=C1)C([O-])=S